C(\C=C/C(=O)O)(=O)O.NC=1C=2N(C=CN1)C(=NC2C2=CC=C(C(=O)NC1=NC=CC=C1)C=C2)[C@H]2N(CCC2)C(C#CC)=O 4-[8-Amino-3-[(2S)-1-(but-2-ynoyl)pyrrolidin-2-yl]imidazo[1,5-a]pyrazin-1-yl]-N-(pyridin-2-yl)benzamide hydrogen maleate